(4R)-4-Amino-1-propyl-2-pyrrolidinone N[C@@H]1CC(N(C1)CCC)=O